C(CCCCCCC\C=C/CCCCCCCC)(=O)O.C(CCCCCCC\C=C/CCCCCCCC)(=O)O.C(CCCCCCCCCCCCCCC(C)C)C(=CCC)CCCCCCCCCCCCCCCC(C)C diisostearyl-butene dioleate